1-(2-(4-methylpiperidin-1-yl)benzyl)piperazine CC1CCN(CC1)C1=C(CN2CCNCC2)C=CC=C1